methyl 2-(((2R,3S)-2-(4-(cyclopentylamino) phenyl)-3-((4-methyl-3-(trifluoromethyl) phenyl) carbamoyl) piperidin-1-yl) sulfonyl)-3-methylbenzoate C1(CCCC1)NC1=CC=C(C=C1)[C@@H]1N(CCC[C@@H]1C(NC1=CC(=C(C=C1)C)C(F)(F)F)=O)S(=O)(=O)C1=C(C(=O)OC)C=CC=C1C